C1(CCCCC1)/C=C/C1=CC=C(S1)C(C)NC1=NC(=NC2=CC(=C(C=C12)OC)OC)C N-[1-{5-[(E)-2-cyclohexyl-ethenyl]thiophen-2-yl}ethyl]-6,7-dimethoxy-2-methylquinazolin-4-amine